C1CCP(C1)Cl chlorophospholane